OCCCCC#CC1=C2CN(C(C2=CC=C1)=C=O)N1C(CCCC1=O)=O (4-(6-hydroxyhex-1-yn-1-yl)-1-carbonylisoindolin-2-yl)piperidine-2,6-dione